3-oxo-7-((3-(pyrazin-2-ylethynyl)phenyl)sulphonamido)isoindoline-4-carboxylic acid O=C1NCC=2C(=CC=C(C12)C(=O)O)NS(=O)(=O)C1=CC(=CC=C1)C#CC1=NC=CN=C1